BrC=1C(=CC(=C(C1)NC(OC(C)(C)C)=O)C(C(F)(F)F)(C#CC1CC1)O)F tert-butyl (5-bromo-2-(4-cyclopropyl-1,1,1-trifluoro-2-hydroxy but-3-yn-2-yl)-4-fluorophenyl)carbamate